ClC1=CC=C(C(=N1)F)O[C@H](C)C=1OC2=CC=C(C=C2C(C1C)=O)C ((R)-1-[(6-chloro-2-fluoro-3-pyridyl)oxy]ethyl)-3,6-dimethyl-chromen-4-one